1-(4-(2-(4-chlorophenyl)but-3-yn-2-yl)thiazol-2-yl)-3-(4-(piperazin-1-yl)phenethyl)urea ClC1=CC=C(C=C1)C(C)(C#C)C=1N=C(SC1)NC(=O)NCCC1=CC=C(C=C1)N1CCNCC1